2-[4-[(2-chloro-7,7-dimethyl-spiro[6H-thieno[3,2-c]pyran-4,4'-piperidine]-1'-yl)methyl]pyrazol-1-yl]-N-methyl-ethanesulfonamide ClC1=CC2=C(C(COC23CCN(CC3)CC=3C=NN(C3)CCS(=O)(=O)NC)(C)C)S1